2-(3-(Triethoxysilyl)propyl)-1,1,3,3-tetramethylguanidine C(C)O[Si](CCCN=C(N(C)C)N(C)C)(OCC)OCC